(3S,7aR,11aR)-3-isopropyl-9-[[4-(trifluoromethyl)phenyl]methyl]-2,3,6,7,7a,8,10,11-octahydrooxazolo[2,3-j][1,6]naphthyridin-5-one C(C)(C)[C@H]1CO[C@@]23CCN(C[C@H]3CCC(N21)=O)CC2=CC=C(C=C2)C(F)(F)F